3-(2-((8-azabicyclo[3.2.1]octan-3-yl)oxy)ethoxy)-4,5-dihydroisoxazole C12CC(CC(CC1)N2)OCCOC2=NOCC2